C(C)(C)(C)OC(=O)N1CCN(CC1)C1=C2CCCN(C2=CC=C1)[C@H]1C(NC(CC1)=O)=O |r| racemic-4-[1-(2,6-dioxo-3-piperidyl)-3,4-dihydro-2H-quinolin-5-yl]piperazine-1-carboxylic acid tert-butyl ester